FC=1C=C(C=C2CN(C(C12)=O)C1CNCCC1)CO 3-(7-fluoro-5-(hydroxymethyl)-1-oxoisoindolin-2-yl)piperidine